N-{2-[2-(4-amino-2-ethyl-1H-imidazo[4,5-c]quinolin-1-yl)ethyloxy]ethyl}-N'-phenylurea NC1=NC=2C=CC=CC2C2=C1N=C(N2CCOCCNC(=O)NC2=CC=CC=C2)CC